2,5-Dimethyl-2,5-Di-(Tert-butylperoxy)hexyne CC(C)(C#CC(C)(OOC(C)(C)C)C)OOC(C)(C)C